6-(1-(4-fluoro-2-methylphenyl)-4-oxo-7-(trifluoromethyl)-1,4-dihydro-quinazolin-3(2H)-yl)pyrimidine-2,4(1H,3H)-dione FC1=CC(=C(C=C1)N1CN(C(C2=CC=C(C=C12)C(F)(F)F)=O)C1=CC(NC(N1)=O)=O)C